C(C)(C)(C)C1=CC=C(C=C1)NC1C(CC(CC1)N)C N1-(4-(tert-butyl)phenyl)-2-methylcyclohexane-1,4-diamine